6-chloro-5-(6-(dimethylamino)-2-methoxypyridin-3-yl)-N-methoxy-1H-indole-3-sulfonamide ClC1=C(C=C2C(=CNC2=C1)S(=O)(=O)NOC)C=1C(=NC(=CC1)N(C)C)OC